CC1=C(C=CC(=C1)OC1=NC=CC=C1)N1C2=C(SC=3N=CC=C(NC1=O)C32)C(=O)N (R)-(2-methyl-4-(pyridin-2-yloxy)phenyl)-4-oxo-4,5-dihydro-3H-1-thia-3,5,8-triazaacenaphthylene-2-carboxamide